BrC1=C2C=3C4=C(C=CC3NC2=CC=C1)C1=C(O4)C=CC=C1 1-bromo-5H-benzofuro[3,2-C]carbazole